ClC1=CC(=C(C(=N1)NC1COC1)NC(C)=O)C N-(6-chloro-4-methyl-2-(oxetan-3-ylamino)pyridin-3-yl)acetamide